1-(2-(6-chloro-2-((tetrahydro-2H-pyran-4-yl)oxy)pyrimidin-4-yl)-2,7-diazaspiro[3.5]nonan-7-yl)ethan-1-one ClC1=CC(=NC(=N1)OC1CCOCC1)N1CC2(C1)CCN(CC2)C(C)=O